(3R,7S)-2-(3,4-dichlorobenzoyl)-7-(hydroxymethyl)-9-(1-(6-methoxypyridin-3-yl)ethyl)-3-methyl-1,2,3,4,8,9-hexahydropyrido[4',3':3,4]pyrazolo[1,5-a]pyrazin-10(7H)-one ClC=1C=C(C(=O)N2CC=3C(=NN4C3C(N(C[C@H]4CO)C(C)C=4C=NC(=CC4)OC)=O)C[C@H]2C)C=CC1Cl